COC1=CC=C(CN(S(=O)(=O)C[C@@H](CC=C)C)CC2=CC=C(C=C2)OC)C=C1 (R)-N,N-BIS(4-METHOXYBENZYL)-2-METHYLPENT-4-ENE-1-SULFONAMIDE